ClC=1C=C(C(=NC1)C=1C=CC2=C(N=CS2)C1)C=1C=NN(C1)CCC(C)C 5-{5-chloro-3-[1-(3-methylbutyl)-1H-pyrazol-4-yl]pyridin-2-yl}-1,3-benzothiazole